C(CCC)N(CC)CC=1C=C(C=CC1)C1=CC=2C(=NC=CC2C=2C=C3C=NNC3=CC2)N1 5-(2-(3-((Butyl(ethyl)amino)methyl)phenyl)-1H-pyrrolo[2,3-b]pyridin-4-yl)-1H-indazol